ClC1=CC=C(C=C1)[C@@H](C)NC=1N=NC(=CN1)C=1C=CC2=C(N(C(O2)=O)C)C1 (R)-5-(3-((1-(4-chlorophenyl)ethyl)amino)-1,2,4-triazin-6-yl)-3-methylbenzo[d]oxazol-2(3H)-one